6-(3-amino-2,6-difluorophenyl)-8-methyl-2-(methylthio)pyrimido[4,5-d]pyridazin-5(6H)-one NC=1C(=C(C(=CC1)F)N1N=C(C2=C(C1=O)C=NC(=N2)SC)C)F